ClC=1C=C(CC=2C=CC(=NC2)NC(=O)C2=NN(C(C=C2)=O)C2CC2)C=C(C1)F N-(5-(3-chloro-5-fluorobenzyl)pyridin-2-yl)-1-cyclopropyl-6-oxo-1,6-dihydropyridazine-3-carboxamide